C(C)(C)N1CCN(CC1)C1=CC=C(C=C1)C=1C=C(C2=C(N(C(=N2)C2=CC=C(C=C2)S(=O)(=O)C)C)C1)C 6-(4-(4-isopropylpiperazin-1-yl)phenyl)-1,4-dimethyl-2-(4-(methylsulfonyl)phenyl)-1H-benzo[d]imidazole